Br(=O)(=O)O.BrC=1C(=NC2=CC=CC=C2C1)CCCN 3-bromoquinolinylpropylamine bromate